5-(3-Methylbenzoylamino)-[1,1'-biphenyl]-3-carboxylic acid CC=1C=C(C(=O)NC=2C=C(C=C(C2)C2=CC=CC=C2)C(=O)O)C=CC1